FC1=C(C=CC=C1)NC1=CC=C2C(=N1)NN=C2NC(C2=CC=C(C=C2)C2CCN(CC2)CCOC)=O N-(6-((2-fluorophenyl)amino)-1H-pyrazolo[3,4-b]pyridin-3-yl)-4-(1-(2-methoxyethyl)piperidin-4-yl)benzamide